FC1(OC=2C(=NC3=C(C2)N=C(S3)NC([C@@H](C)OS(=O)(=O)C3=C(C=CC=C3)[N+](=O)[O-])=O)O1)F.BrC1=CC=C(C(=C1N)OC1=C(C=CC(=C1)F)Cl)F 6-bromo-2-(2-chloro-5-fluorophenoxy)-3-fluoroAniline (R)-1-((2,2-difluoro-[1,3]dioxolo[4,5-b]thiazolo[4,5-e]pyridin-6-yl)amino)-1-oxopropan-2-yl-2-nitrobenzenesulfonate